C(C)(C)(C)C1=CC=C(C(=N1)C(=O)OC)C=O methyl 6-(tert-butyl)-3-formylpicolinate